(S)-2-((((9H-fluoren-9-yl)methoxy)carbonyl)amino)-3-(5-(allyloxy)-1H-indol-3-yl)propanoic acid C1=CC=CC=2C3=CC=CC=C3C(C12)COC(=O)N[C@H](C(=O)O)CC1=CNC2=CC=C(C=C12)OCC=C